FC1=C(OC2=CC=NC3=CC(=C(C=C23)OC)OCCN(C(OC(C)(C)C)=O)C)C(=CC(=C1)NC(=O)C=1C=NC=CC1O)F tert-butyl N-[2-({4-[2,6-difluoro-4-(4-hydroxypyridine-3-amido) phenoxy]-6-methoxyquinolin-7-yl} oxy) ethyl]-N-methylcarbamate